FC1=C(C=CC(=C1)C(F)(F)F)NC(=O)[C@@H]1[C@H]([C@@H](CCC1)C1=CC=C(C=C1)NC)C(=O)O (1S,2S,6R)-2-((2-fluoro-4-(trifluoromethyl)phenyl)carbamoyl)-6-(4-(methylamino)phenyl)cyclohexane-1-carboxylic acid